azaborolane N1BCCC1